BrC1=CC2=CN(N=C2C=C1N1CCC(CC1)O[Si](C)(C)C(C)(C)C)C1CCC(CC1)CO [4-[5-bromo-6-[4-[tert-butyl(dimethyl)silyl]oxy-1-piperidyl]indazol-2-yl]cyclohexyl]methanol